OC=1C=C(C=C(C1)O)C=CC1=CC(=C(C(=C1)O)O)O 3,3',4',5,5'-pentahydroxystilbene